1-Bromo-2-chloro-4-iodobenzol BrC1=C(C=C(C=C1)I)Cl